5-tert-butyl-N-(2-{2-[5-methyl-1-(propan-2-yl)-1H-pyrazol-4-yl]-3H-imidazo[4,5-b]pyridin-7-yl}-6,7,8,9-tetrahydro-5H-benzo[7]annulen-5-yl)-1,3,4-oxadiazole-2-carboxamide C(C)(C)(C)C1=NN=C(O1)C(=O)NC1CCCCC2=C1C=CC(=C2)C2=C1C(=NC=C2)NC(=N1)C=1C=NN(C1C)C(C)C